C(C)(C)(C)OC(=O)NC1=CC=C(C=C1)NC(=O)C1=CC(=CN1C)NC(OCC=C)=O Allyl (5-((4-((tert-butoxycarbonyl)amino)phenyl)carbamoyl)-1-methyl-1H-pyrrol-3-yl)carbamate